ClC1=C(OCC=2C=C(OC3CN(C3)C(=O)OC(C)(C)C)C=CC2)C=CC(=C1)Cl tert-Butyl 3-(3-((2,4-dichlorophenoxy)methyl)phenoxy)azetidine-1-carboxylate